N-(4-((4-(difluoromethoxy)-6-(methylsulfonyl)pyridin-2-yl)amino)-5-(2,2-dimethyl-2,3-dihydro-[1,4]dioxino[2,3-b]pyridin-6-yl)pyridin-2-yl)acetamide FC(OC1=CC(=NC(=C1)S(=O)(=O)C)NC1=CC(=NC=C1C1=CC=C2C(=N1)OCC(O2)(C)C)NC(C)=O)F